C(C)(C)(C)OC(=O)N1CCC(=CC1)C=1C=2N(C=C(N1)C=1C=NN(C1)C)N=CC2C#N 4-(3-cyano-6-(1-methyl-1H-pyrazol-4-yl)pyrazolo[1,5-a]pyrazin-4-yl)-3,6-dihydropyridine-1(2H)-carboxylic acid tert-butyl ester